C(C)(C)(C)OC(=O)N1N=CC(=C1)C1=CNC2=C(C=CC=C12)NC([C@H](CC1=CNC2=CC=CC=C12)NC(=O)OC(C)(C)C)=O 4-{7-[(2S)-2-[(tert-butoxycarbonyl)amino]-3-(1H-indol-3-yl)propanamido]-1H-indol-3-yl}pyrazole-1-carboxylic acid tert-butyl ester